6-chloro-3-(((R)-1-(2-cyano-3-((1R,4R)-5,5-difluoro-2-azabicyclo[2.2.1]heptan-2-yl)-7-methylquinoxalin-5-yl)ethyl)amino)picolinic acid ClC1=CC=C(C(=N1)C(=O)O)N[C@H](C)C1=C2N=C(C(=NC2=CC(=C1)C)C#N)N1[C@H]2CC([C@@H](C1)C2)(F)F